ClC1=CC=C(C=C1)B1OCCN(CCO1)C 2-(4-Chloro-phenyl)-6-methyl-[1,3,6,2]dioxazaborocane